NC(CNC1=NC(=C2C(=N1)N(N=C2)C)NC2C1CC2C1)C1=CC=CC=C1 6-N-(2-amino-2-phenylethyl)-4-N-(2-bicyclo[1.1.1]pentanyl)-1-methylpyrazolo[3,4-d]pyrimidine-4,6-diamine